O1CCN(CC1)C1=C(C=C(C=C1)C(F)(F)F)NC(=O)N 1-(2-morpholino-5-(trifluoromethyl)phenyl)-urea